(S)-4-(2-oxopyrrolidin-1-yl)-3-(4-methylphenyl)-N-((R)-1-(2-(trifluoromethyl)pyrimidin-5-yl)ethyl)-4,5-dihydro-1H-pyrazole-1-carboxamide O=C1N(CCC1)[C@@H]1C(=NN(C1)C(=O)N[C@H](C)C=1C=NC(=NC1)C(F)(F)F)C1=CC=C(C=C1)C